6-(3-(4-(trifluoromethyl)phenyl)allyl)-2-thia-6-azaspiro[3.4]octane-2,2-dioxide FC(C1=CC=C(C=C1)C=CCN1CC2(CS(C2)(=O)=O)CC1)(F)F